C(C)(C)(C)C1=C(O[Al](CC(C)C)OC2=C(C=C(C=C2C(C)(C)C)C)C(C)(C)C)C(=CC(=C1)C)C(C)(C)C bis(2,6-di-tert-butyl-4-methylphenoxy)isobutylaluminum